(1R,2R,5S)-2-Methyl-3,8-diazabicyclo[3.2.1]octane-8-carboxylic acid tert-butyl ester C(C)(C)(C)OC(=O)N1[C@H]2[C@H](NC[C@@H]1CC2)C